4-{4-[(1S,4S,5R)-5-{[5-cyclopropyl-3-(2,6-dichlorophenyl)-1,2-oxazol-4-yl]methoxy}-2-azabicyclo[2.2.1]heptan-2-yl]-3-fluorophenyl}butanoic acid C1(CC1)C1=C(C(=NO1)C1=C(C=CC=C1Cl)Cl)CO[C@H]1[C@@H]2CN([C@H](C1)C2)C2=C(C=C(C=C2)CCCC(=O)O)F